(1-(5-cyano-1H-benzo[d]imidazol-2-yl)-4,4,4-trifluoro-3,3-dimethylbutyl)-1-(3,3,3-trifluoropropyl)-1H-pyrazole-5-carboxamide C(#N)C1=CC2=C(NC(=N2)C(CC(C(F)(F)F)(C)C)C2=NN(C(=C2)C(=O)N)CCC(F)(F)F)C=C1